C(C)(=O)NC1=C(C(=O)O)C=C(C(=C1F)Br)C1=COC=C1 2-acetamido-4-bromo-3-fluoro-5-(3-furyl)benzoic acid